4-(3-Methyl-1H-pyrazolo[4,3-d]pyrimidin-5-yl)-N-phenylpiperazine-1-carboxamide CC1=NNC2=C1N=C(N=C2)N2CCN(CC2)C(=O)NC2=CC=CC=C2